5-chloro-4-(pyrazolo[1,5-a]pyridin-3-yl)pyrimidin ClC=1C(=NC=NC1)C=1C=NN2C1C=CC=C2